benzyl (R)-4-methyl-1,2,3-oxathiazolidine-3-carboxylate 2,2-dioxide C[C@H]1N(S(OC1)(=O)=O)C(=O)OCC1=CC=CC=C1